NC=1C(=C(C(Cl)(Cl)Cl)C=CC1)F 3-amino-2-fluorotrichlorotoluene